ClC=1C=C(C=CC1)NC1=NC(=NC=C1C(=O)N)NC1=C(C=C2CCN(CC2=C1)C)OC 4-[(3-chlorophenyl)amino]-2-[(6-methoxy-2-methyl-1,2,3,4-tetrahydroisoquinolin-7-yl)amino]pyrimidine-5-carboxamide